(S)-7'-(3,5-difluorophenyl)-1-(4-methylpyrimidin-2-yl)dihydro-1'H,3'H,5'H-spiro[piperidine-4,2'-pyrazolo[1,2-a]pyrazol]-1'-one FC=1C=C(C=C(C1)F)[C@@H]1CCN2N1C(C1(C2)CCN(CC1)C1=NC=CC(=N1)C)=O